N,N-bis(4-(tert-butyl)phenyl)acrylamide C(C)(C)(C)C1=CC=C(C=C1)N(C(C=C)=O)C1=CC=C(C=C1)C(C)(C)C